(S)-3-(1-hydroxy-prop-2-yl)-8-(pyridin-2-yl)-6-(6-(trifluoromethyl)pyridin-3-yl)pyrido[3,4-d]pyrimidin-4(3H)-one OC[C@H](C)N1C=NC2=C(C1=O)C=C(N=C2C2=NC=CC=C2)C=2C=NC(=CC2)C(F)(F)F